CC1=C(C=C(C(=O)O)C=C1)NS(=O)(=O)C1=CC=C(C=C1)C 4-methyl-3-((4-methylphenyl)sulfonamido)benzoic acid